FC(C1=NC=CC(=C1)NC(=O)N1C[C@](C2=C1C=NC=1N2N=C(C1)F)(C(F)(F)F)C)F (R)-N-(2-(difluoromethyl)pyridin-4-yl)-2-fluoro-8-methyl-8-(trifluoromethyl)-7,8-dihydro-6H-pyrazolo[1,5-a]pyrrolo[2,3-e]pyrimidine-6-carboxamide